NC=1N=CC(=NC1)N1C[C@@H](N(CC1)C(=O)OC(C)(C)C)CC tert-butyl (S)-4-(5-aminopyrazin-2-yl)-2-ethylpiperazine-1-carboxylate